1-(6-(3-(1,3-dihydroxy-2-methylpropan-2-yl)ureido)hexyl)-3-(6-methyl-4-oxo-1,4-dihydropyridin-2-yl)urea OCC(CO)(C)NC(NCCCCCCNC(=O)NC=1NC(=CC(C1)=O)C)=O